C=C1C(C2(CCC1C2(C)C)CS(=O)(=O)O)=O methylenecamphorsulfonic acid